ethyl [6-chloro-4-(4-hydroxy-2,2-dimethyltetrahydro-2H-pyran-4-yl)-1H-imidazo[4,5-c]pyridin-2-yl]acetate ClC1=CC2=C(C(=N1)C1(CC(OCC1)(C)C)O)N=C(N2)CC(=O)OCC